CN1N=NC(=C1NC(O[C@H](C)C=1C(=NC=C(C1)Cl)Cl)=O)C1=NC(=C(C=C1)NS(=O)(=O)C)C (R)-1-(2,5-dichloropyridin-3-yl)ethyl (1-methyl-4-(6-methyl-5-(methylsulfonamido) pyridin-2-yl)-1H-1,2,3-triazol-5-yl)carbamate